6-chloro-7-(3-fluorophenyl)-N2-{[1-(hydroxymethyl)cyclopropyl]methyl}-3,4-dihydropyrrolo[1,2-a]pyrazine-2,8(1H)-dicarboxamide ClC1=C(C(=C2N1CCN(C2)C(=O)NCC2(CC2)CO)C(=O)N)C2=CC(=CC=C2)F